N-((R)-1-(3-chlorophenyl)-2,2,2-trifluoroethyl)-2-(2,6-dioxopiperidin-3-yl)-4-fluoro-1-oxoisoindoline-5-carboxamide ClC=1C=C(C=CC1)[C@H](C(F)(F)F)NC(=O)C=1C(=C2CN(C(C2=CC1)=O)C1C(NC(CC1)=O)=O)F